C(C)[Si](C=C)(C)CC diethyl-methyl-vinyl-silane